C(#N)C=1C=C(C=NC1)C1=CC=2C(=NC=C(C2)C(=O)NC=2C(=NC=C(C2)NC(CN2[C@H](CCC2)C)=O)C)N1 (S)-2-(5-cyanopyridin-3-yl)-N-(2-methyl-5-(2-(2-methylpyrrolidin-1-yl)acetamido)pyridin-3-yl)-1H-pyrrolo[2,3-b]pyridine-5-carboxamide